(Z)-2-(2,6-dioxopiperidin-3-yl)-5-((1-(6-(5-fluoro-2-oxoindolin-3-ylidene)-2-methyl-1,4,5,6-tetrahydrocyclopenta[b]pyrrole-3-carbonyl)piperidin-4-yl)ethynyl)isoindoline-1,3-dione O=C1NC(CCC1N1C(C2=CC=C(C=C2C1=O)C#CC1CCN(CC1)C(=O)C=1C2=C(NC1C)\C(\CC2)=C\2/C(NC1=CC=C(C=C21)F)=O)=O)=O